Cl.CSC=1C=C(C=CC1)NN (3-(methylthio)phenyl)hydrazine hydrogen chloride